BrC1=CC(=C(C(=O)[O-])C=C1)C(C)Br 4-bromo-2-(1-bromoethyl)benzoate